FC1=C(C=C(C(=C1)F)CC1=NNC(C2=CC=CC=C12)=O)C1=CC2=C(NC(=N2)NC(OC)=O)C=C1 Methyl (5-(2,4-difluoro-5-((4-oxo-3,4-dihydrophthalazin-1-yl)methyl)phenyl)-1H-benzoimidazol-2-yl)carbamate